CS(=O)(=O)C1=CC=C(CNC(=O)C=2C(N(C(=C(C2)C(=O)NN)C)C2=CC(=CC=C2)C(F)(F)F)=O)C=C1 5-hydrazinocarbonyl-6-methyl-2-oxo-1-(3-trifluoromethyl-phenyl)-1,2-dihydro-pyridine-3-carboxylic acid 4-methanesulfonyl-benzylamide